(1R,4R)-4-(cyclopropylmethoxy)cyclohexane-1-amine C1(CC1)COC1CCC(CC1)N